CN(C(=O)C1C[C@H](NC([C@@H](NC(C(CC\C=C/C1)CCCCCCC)=O)CC(C)C)=O)C(=O)OCC)C Ethyl (2S,5S,Z)-7-(dimethylcarbamoyl)-13-heptyl-2-isobutyl-3,14-dioxo-1,4-diazacyclotetradec-9-ene-5-carboxylate